(5aR,5bS,7aS,10aS,10bR,E)-N-(2,4-dimethylphenyl)-8-hydrazineylidene-5a,7a-dimethyl-5,5a,5b,6,7,7a,8,9,10,10a,10b,11-dodecahydro-4H-cyclopenta[7,8]phenanthro[2,1-d]thiazol-2-amine CC1=C(C=CC(=C1)C)NC=1SC2=C(N1)CC[C@@]1([C@H]3CC[C@]/4([C@H]([C@@H]3CC=C12)CC\C4=N/N)C)C